FC(OC=1C=C(C(=O)[O-])C=CC1OC(F)F)F.[Na+] sodium 3,4-bis(difluoromethoxy)benzoate